2-(trifluoromethyl)oxazole-4-carboxylic acid FC(C=1OC=C(N1)C(=O)O)(F)F